O1C(OCC1)C1=C(C=CC=C1OCC1=CC=C(C=C1)OC)B1OC(C(O1)(C)C)(C)C 2-[2-(1,3-dioxolan-2-yl)-3-[(4-methoxyphenyl)methoxy]phenyl]-4,4,5,5-tetramethyl-1,3,2-dioxaborolane